3-methyl-1,2-phenylene bis(diisopropylcarbamate) C(C)(C)N(C(OC1=C(C(=CC=C1)C)OC(N(C(C)C)C(C)C)=O)=O)C(C)C